N,N'-dicarboxypropyl-4,4'-bipyridylium C(=O)(O)N1[C+]=C(C(C=C1)=C1C=[C+]N(C=C1)C(=O)O)CCC